(S)-1-(1-(benzyloxy)-3-(tritylthio)prop-2-yl)-1H-pyrazolo[3,4-b]pyridine C(C1=CC=CC=C1)OC[C@@H](CSC(C1=CC=CC=C1)(C1=CC=CC=C1)C1=CC=CC=C1)N1N=CC=2C1=NC=CC2